3-(1-(1-(4-(5-(trifluoromethyl)pyridin-2-yl)phenyl)butyl)-1H-indazole-5-carboxamido)propionic acid ethyl ester C(C)OC(CCNC(=O)C=1C=C2C=NN(C2=CC1)C(CCC)C1=CC=C(C=C1)C1=NC=C(C=C1)C(F)(F)F)=O